(R)-5-(6-(4-(2-(2-methoxyethoxy)phenyl)piperidin-1-yl)-2-azaspiro[3.4]octan-2-yl)-1,3,4-oxadiazole-2-carboxylic acid ethyl ester C(C)OC(=O)C=1OC(=NN1)N1CC2(C1)C[C@@H](CC2)N2CCC(CC2)C2=C(C=CC=C2)OCCOC